methyl 6-(2-(2-(2-aminoethoxy)ethoxy)-1-(16-((6-(methoxycarbonyl)pyridin-2-yl)methyl)-1,4,10,13-tetraoxa-7,16-diazacyclooctadecan-7-yl)ethyl)picolinate NCCOCCOCC(N1CCOCCOCCN(CCOCCOCC1)CC1=NC(=CC=C1)C(=O)OC)C1=CC=CC(=N1)C(=O)OC